methyl 5-((2R,3S,4S,5R)-3-(3,4-difluoro-2-methoxyphenyl)-4,5-dimethyl-5-(trifluoromethyl)tetrahydrofuran-2-carboxamido)picolinate FC=1C(=C(C=CC1F)[C@H]1[C@@H](O[C@]([C@H]1C)(C(F)(F)F)C)C(=O)NC=1C=CC(=NC1)C(=O)OC)OC